1-(4-(1H-pyrazol-4-yl)phenyl)piperidine N1N=CC(=C1)C1=CC=C(C=C1)N1CCCCC1